C(C(=C)C)(=O)O.S(=O)(=O)(O)CCC[Na] sulfopropyl-sodium methacrylate salt